CC1=C(C=CC=C1)C1=NN2C(=NC=3C=CC=CC3C2=N1)N[C@@H]1C(NCC1)=O (3S)-3-{[2-(2-methylphenyl)[1,2,4]triazolo[1,5-c]quinazolin-5-yl]amino}pyrrolidin-2-one